C(CCCCCCCCC\C=C/CCCCCCCC)O (Z)-11-eicosen-1-ol